ClC=1C=C2N=C3C=CC(=CC3=C(C2=CC1)Cl)OC 6,9-dichloro-2-methoxyacridine